N-[4-(6-{1-[(2E)-2-(aminomethyl)-3-fluoroprop-2-en-1-yl]-5-oxo-1,5-dihydro-4H-1,2,4-triazol-4-yl}-5-methylpyridin-3-yl)phenyl]acetamide hydrochloride Cl.NC/C(/CN1N=CN(C1=O)C1=C(C=C(C=N1)C1=CC=C(C=C1)NC(C)=O)C)=C\F